diethoxyheptyloxy octyloxymethyl ether C(CCCCCCC)OCOOCCCCCCC(OCC)OCC